OCC(C)(C)NC(=O)C=1C=2C[C@@H]3[C@H](C2N(N1)C1=NC=C(C(=C1)C)Cl)C3 (1aR,5aR)-2-(5-Chloro-4-methyl-pyridin-2-yl)-1a,2,5,5a-tetrahydro-1H-2,3-diaza-cyclopropa[a]pentalene-4-carboxylic acid (2-hydroxy-1,1-dimethyl-ethyl)-amide